C(C1=CC=CC=C1)(=O)OC[C@@H]1[C@@H]([C@@H]2[C@@H](OC(O2)(C)C)O1)O ((3aR,5R,6S,6aR)-6-hydroxy-2,2-dimethyltetrahydrofuro[2,3-d][1,3]dioxol-5-yl)methyl benzoate